C(C=C)(=O)NC=1C=C(C=CC1)C=1C=C(C=C2C=NC=NC12)C1=C(C=C(C(=O)NC2=NC=CC(=C2)C#N)C=C1)OC 4-(8-(3-acrylamidophenyl)quinazolin-6-yl)-N-(4-cyanopyridin-2-yl)-3-methoxybenzamide